2-cyclopropyl-6-((2-((1s,4s)-4-hydroxycyclohexyl)-6-methoxy-2H-indazol-5-yl)carbamoyl)pyridine 1-oxide C1(CC1)C1=[N+](C(=CC=C1)C(NC1=CC2=CN(N=C2C=C1OC)C1CCC(CC1)O)=O)[O-]